1-((3R,5R,8S,9S,10S,13S,14S,17S)-3-(ethoxymethyl)-10-ethyl-3-hydroxy-13-methylhexadecahydro-1H-cyclopenta[a]phenanthren-17-yl)-2-(1H-1,2,3-triazol-1-yl)ethan-1-one C(C)OC[C@]1(CC[C@@]2([C@H]3CC[C@@]4([C@H](CC[C@H]4[C@@H]3CC[C@@H]2C1)C(CN1N=NC=C1)=O)C)CC)O